5-((dimethylamino)methyl)-N-(1-methyl-1H-benzo[d]imidazol-2-yl)benzo[d]oxazol-2-amine CN(C)CC=1C=CC2=C(N=C(O2)NC2=NC3=C(N2C)C=CC=C3)C1